racemic-2-oxabicyclo-[3.3.0]oct-6-en-3-one C12OC(CC2C=CC1)=O